1-(8-(piperazin-1-yl)isoquinolin-4-yl)dihydropyrimidine-2,4(1H,3H)-dione N1(CCNCC1)C=1C=CC=C2C(=CN=CC12)N1C(NC(CC1)=O)=O